1-(bicyclo[1.1.1]pentan-1-yl)-N-((R)-1-(3-cyano-2-methylphenyl)ethyl)-4-(((1R,5S,6s)-3-methyl-3-azabicyclo[3.1.0]hexan-6-yl)amino)-6-oxo-1,6-dihydropyridine-3-carboxamide C12(CC(C1)C2)N2C=C(C(=CC2=O)NC2[C@@H]1CN(C[C@H]21)C)C(=O)N[C@H](C)C2=C(C(=CC=C2)C#N)C